FC(C1=CC=CC2=C1CSC(=N2)N)(F)F 5-(trifluoromethyl)-4H-3,1-benzothiazin-2-amine